5-methyl-7-(6-((1r,3r)-3-((6-(3-((tetrahydro-2H-pyran-2-yl)oxy)prop-1-yn-1-yl)pyridin-3-yl)oxy)cyclobutoxy)pyridin-3-yl)-5H-pyrido[4,3-b]indole CN1C2=C(C=3C=CC(=CC13)C=1C=NC(=CC1)OC1CC(C1)OC=1C=NC(=CC1)C#CCOC1OCCCC1)C=NC=C2